[Pd+2].C1=CCCC=CCC1 (cycloocta-1,5-diene) palladium (II)